C(C)(C)(C)OC(=O)N1[C@@H](C[C@@](CC1)(C(=O)OC(C)(C)C)CC1=NC(=CC(=C1F)C=C)NC1=NN(C(=C1)C)C(C)(C)C)C di-tert-butyl-(2R,4R)-4-((6-((1-(tert-butyl)-5-methyl-1H-pyrazol-3-yl) amino)-3-fluoro-4-vinylpyridin-2-yl) methyl)-2-methylpiperidine-1,4-dicarboxylate